C(=O)(O)C1=CC(=C(C=C1O)C1=NC(NC(=N1)C1=CC(=CC(=C1)O)O)=O)O 4-(4-carboxy-2,5-dihydroxyphenyl)-6-(3,5-dihydroxyphenyl)-1,3,5-triazin-2-one